FC1=CC=C(CN2N=CC(=C2)C(=O)N2CC3(CN(C3)C(=O)C3(CC3)C(F)(F)F)[C@@H](C2)C(=O)N2C(OC[C@H]2C2=CC=CC=C2)=O)C=C1 (R)-3-((S)-6-(1-(4-fluorobenzyl)-1H-pyrazole-4-carbonyl)-2-(1-(trifluoromethyl)cyclopropane-1-carbonyl)-2,6-diazaspiro[3.4]octane-8-carbonyl)-4-phenyloxazolidin-2-one